COC(=O)C1=CC2=C(N(C(=N2)C=2N(C3=CC(=CC=C3C2)C(C)=O)C(=O)OC(C)(C)C)C)C=C1F 2-(6-acetyl-1-(tert-butyloxycarbonyl)-1H-indol-2-yl)-6-fluoro-1-methyl-1H-benzo[d]Imidazole-5-carboxylic acid methyl ester